methyl 2,2-dimethyl-5-methoxy-7-(p-methylbenzenesulfonyloxy)-2H-benzopyran-6-carboxylate CC1(OC2=C(C=C1)C(=C(C(=C2)OS(=O)(=O)C2=CC=C(C=C2)C)C(=O)OC)OC)C